ClC1=C(C=CC=C1Cl)N1CCN(CC1)CC[C@@H]1CC[C@H](CC1)NC(CCOC)=O N-(trans-4-(2-(4-(2,3-dichlorophenyl)piperazin-1-yl)ethyl)cyclohexyl)-3-methoxypropanamide